1,4-bis(diphenyl-phosphino)butane C1(=CC=CC=C1)P(CCCCP(C1=CC=CC=C1)C1=CC=CC=C1)C1=CC=CC=C1